2-methyl-5-(4,5-dioxaborolan-2-yl)pyrimidine CC1=NC=C(C=N1)C1BOOC1